4-(3-benzyl-5-oxo-4,5-dihydro-1H-pyrazol-1-yl)-N-(3-butyl-1H-pyrazol-5-yl)benzamide C(C1=CC=CC=C1)C1=NN(C(C1)=O)C1=CC=C(C(=O)NC2=CC(=NN2)CCCC)C=C1